FC1=CC=C(C(=O)N[C@@H](C)C=2N=C3[C@@H]4[C@H](CN(C3=CC2)C(=O)OC2CC2)C4)C=C1 cyclopropyl (6aR,7aS)-2-((S)-1-(4-fluorobenzamido)ethyl)-6,6a,7,7a-tetrahydro-5H-cyclopropa[c][1,5]naphthyridine-5-carboxylate